2-cyclohexyl-3-(diphenylphosphino)-1-methyl-1H-indole C1(CCCCC1)C=1N(C2=CC=CC=C2C1P(C1=CC=CC=C1)C1=CC=CC=C1)C